ClC1=C2C(NC=NC2=CC=C1SC=1N=CC(=NC1)N1CCC(CC1)(C)CNC(OC(C)(C)C)=O)=O Tert-butyl ((1-(5-((5-chloro-4-oxo-3,4-dihydroquinazolin-6-yl)thio)pyrazin-2-yl)-4-methylpiperidin-4-yl)methyl)carbamate